4-(4-methylphenyl)-3-(2-((1-((2S,3R,4S,5S)-3,4,5-trihydroxytetrahydro-2H-pyran-2-yl)-1H-1,2,3-triazol-4-yl)methoxy)phenyl)-1'H,3'H,4H-spiro[isoxazole-5,2'-pyrrolizine]-1'-one CC1=CC=C(C=C1)C1C(=NOC12C(C1=CC=CN1C2)=O)C2=C(C=CC=C2)OCC=2N=NN(C2)[C@H]2OC[C@@H]([C@@H]([C@H]2O)O)O